C(C)[C@H]1CN(CCN1CC1CCOCC1)CC=1C=CC2=C(C(=NO2)N2C(NC(CC2)=O)=O)C1 (S)-1-(5-((3-ethyl-4-((tetrahydro-2H-pyran-4-yl)methyl)piperazin-1-yl)methyl)benzo[d]isoxazol-3-yl)dihydropyrimidine-2,4(1H,3H)-dione